OCCC1=CC=CN=N1 6-(2-hydroxyethyl)pyridazine